C(C=C)(=O)OCCCCCCCCCCCOP(=O)(O)O acryloyloxyundecyldihydrogenphosphate